N-{(6S,7aS)-2-[4-(2,6-difluorophenyl)-6-(trifluoromethyl)-1,2-benzoxazol-3-yl]-3-oxohexahydro-1H-pyrrolo[1,2-c]imidazol-6-yl}ethanesulfonamide FC1=C(C(=CC=C1)F)C1=CC(=CC2=C1C(=NO2)N2C(N1[C@H](C2)C[C@@H](C1)NS(=O)(=O)CC)=O)C(F)(F)F